ClC=1C=2N(C3=C(C1C)CN(C3)C(=O)OC(C)(C)C)N=CN2 tert-butyl 4-chloro-5-methyl-6,8-dihydro-7H-pyrrolo[3,4-e][1,2,4]triazolo[1,5-a]pyridine-7-carboxylate